BrC1=NN2C(N=CC(=C2N[C@H]2C(CNCC2)(C)C)C(=O)N)=C1 (R)-2-bromo-7-((3,3-dimethylpiperidin-4-yl)amino)pyrazolo[1,5-a]pyrimidine-6-carboxamide